ClC=1C(N(C(=CC1OCC1=NC=C(C=C1F)F)C)C1=CC(=NC=C1C)N1C(C(=CC=C1)C1CCO1)=O)=O 3-chloro-4-[(3,5-difluoropyridin-2-yl)methoxy]-5',6-dimethyl-2'-[3-(oxetan-4-yl)-2-oxopyridin-1-yl]-[1,4'-bipyridin]-2-one